C(C)(C)(C)OC(=O)N1CC2=CC(=CC=C2CC1)C1=C(C2=C(C(=N1)OS(=O)(=O)C(F)(F)F)C=CS2)C2=C(C=C(C=C2OCCOC)F)F 7-[7-[2,4-difluoro-6-(2-methoxyethoxy)phenyl]-4-(trifluoromethylsulfonyloxy)thieno[3,2-c]pyridin-6-yl]-3,4-dihydro-1H-isoquinoline-2-carboxylic acid tert-butyl ester